3,5-difluoro-[1,1'-biphenyl]-4-carboxylic acid methyl ester COC(=O)C1=C(C=C(C=C1F)C1=CC=CC=C1)F